(R)-tert-butyl 3-((S)-1-(tert-butoxy)-3-(2-fluoro-3-(aminomethyl)phenyl)-1-oxopropan-2-yl)pyrrolidine-1-carboxylate C(C)(C)(C)OC([C@@H](CC1=C(C(=CC=C1)CN)F)[C@@H]1CN(CC1)C(=O)OC(C)(C)C)=O